C1(CC1)C=1C=C(N(N1)C)OC=1C=C(C#N)C=CC1C1=NC=C(C=C1)CC(N1CCNCC1)=O 3-(5-cyclopropyl-2-methylpyrazol-3-yl)oxy-4-[5-(2-oxo-2-piperazin-1-ylethyl)pyridin-2-yl]benzonitrile